(2R,4aR,6R)-11-(8-Chloro-7-fluoronaphthalen-1-yl)-10-fluoro-2-methyl-6-((S)-1-methylpyrrolidine-2-yl)-2,3,4,4a,6,7-hexahydro-8-oxa-3,5a,9,12,13c-pentazanaphtho[3,2,1-de]anthracene ClC=1C(=CC=C2C=CC=C(C12)C=1N=CC2=C3C=4N([C@@H](COC4N=C2C1F)[C@H]1N(CCC1)C)C[C@H]1CN[C@@H](CN13)C)F